C1(CC1)C1=C(C(=NO1)C1=C(C=CC=C1)OC(F)(F)F)COC1CCN(CC1)C1=CC=C(C=C1)B(O)O (4-(4-((5-cyclopropyl-3-(2-(trifluoromethoxy)phenyl)isoxazol-4-yl)methoxy)piperidin-1-yl)phenyl)boronic acid